O=C(CCC(=O)O)N1CC2=CC(=CC=C2CC1)OC1=CC=C(C=C1)C(F)(F)F 4-oxo-4-(7-(4-(trifluoro-methyl)phenoxy)-3,4-dihydroisoquinolin-2(1H)-yl)butanoic acid